C(C)OC(C(=CC1=CC(=C(C=C1)OC)Br)N=[N+]=[N-])=O 2-azido-3-(3-bromo-4-methoxyphenyl)acrylic acid ethyl ester